Tert.amylhydroperoxide C(C)(C)(CC)OO